(R)-7-(2-((2-ethyl-4-(3-(hydroxymethyl)piperazin-1-yl)phenyl)amino)-5-(trifluoromethyl)pyrimidin-4-yl)-4-(oxetan-3-yl)-3,4-dihydrothieno[2,3-f][1,4]thiazepin-5(2H)-one 1,1-dioxide C(C)C1=C(C=CC(=C1)N1C[C@@H](NCC1)CO)NC1=NC=C(C(=N1)C1=CC2=C(C(N(CCS2(=O)=O)C2COC2)=O)S1)C(F)(F)F